C(C)(C)(C)OC([C@@H](NC(=O)OC(C)(C)C)[C@@H](O)C)=O N-(tert-butoxycarbonyl)-L-allothreonine tert-butyl ester